COC(=O)C1=NC(=NO1)C1=CC=C(C=C1)Cl 3-(4-chlorophenyl)-1,2,4-oxadiazole-5-carboxylic acid methyl ester